BrC1=CC(=C(C=C1)SC(F)F)C 4-bromo-1-(difluoromethylsulfanyl)-2-methyl-benzene